N-(cyclobutylmethyl)-4-(3,4-difluorophenyl)-1-(2-oxo-1,2-dihydroquinoline-4-carbonyl)piperazine-2-carboxyAmide C1(CCC1)CNC(=O)CC1N(CCN(C1)C1=CC(=C(C=C1)F)F)C(=O)C1=CC(NC2=CC=CC=C12)=O